ClC1=C(C=CC(=C1)N=C=O)F 2-chloro-1-fluoro-4-isocyanatobenzene